5-methyl-1-[6-[6-(6-methylpyridazin-3-yl)oxypyrazolo[1,5-a]pyridin-3-yl]-3-propanoylpyridin-2-yl]pyrazole-3-carbonitrile CC1=CC(=NN1C1=NC(=CC=C1C(CC)=O)C=1C=NN2C1C=CC(=C2)OC=2N=NC(=CC2)C)C#N